1-(tert-butyl) 2-methyl 4-methyl-1H-indole-1,2-dicarboxylate CC1=C2C=C(N(C2=CC=C1)C(=O)OC(C)(C)C)C(=O)OC